ClC=1C(N(C(=CC1OC([2H])([2H])C1=C(C=C(C=C1)F)F)C)C1=CC(=NC=C1C)N1N=C(C=C1)C(C)(C)NC(C)=O)=C=O (S)-N-(2-(1-(3-chloro-4-((2,4-difluorophenyl)methoxy-d2)-5',6-dimethyl-2-carbonyl-2H-[1,4'-bipyridin]-2'-yl)-1H-pyrazol-3-yl)propan-2-yl)acetamide